Cl.CN([C@@H]1C(N(C(C1)=O)[C@@H](C(=O)NCC1=C(C=CC=C1)F)C)=O)C (2R,S)-2-(3-(Dimethylamino)-2,5-dioxopyrrolidin-1-yl)-N-(2-fluorobenzyl)propanamid hydrochlorid